4-(4-methanesulfonylphenyl)-3-(4-methylphenyl)-2,5-dihydrofuran-2-one CS(=O)(=O)C1=CC=C(C=C1)C1=C(C(OC1)=O)C1=CC=C(C=C1)C